F[C@@H]1CN(CC[C@@H]1NC1=C2C=C(N(C2=CC=C1)CC(F)(F)F)C1=NN=C(O1)CNC(C1=C(C=CC=C1)OC)=O)C |r| (+/-)-N-{[5-(4-{[(3R,4S)-3-fluoro-1-methylpiperidin-4-yl]amino}-1-(2,2,2-trifluoroethyl)-1H-indol-2-yl)-1,3,4-oxadiazol-2-yl]methyl}-2-methoxybenzamide